FC1(C(NC2=CC=C(C=C12)C=1C=NC=CC1C)=O)F 3,3-difluoro-5-(4-methylpyridin-3-yl)indolin-2-one